4-nitroisobenzofuran-1(3H)-one [N+](=O)([O-])C1=C2COC(C2=CC=C1)=O